C(=O)C1=C(OCC2=CC=C(C(=O)OCC(F)(F)F)C=C2)C=CC=C1 2,2,2-trifluoroethyl 4-((2-formylphenoxy)methyl)benzoate